4-((3-(ethoxycarbonyl)benzofuran-5-yl)oxy)nicotinic acid benzyl ester C(C1=CC=CC=C1)OC(C1=CN=CC=C1OC=1C=CC2=C(C(=CO2)C(=O)OCC)C1)=O